(S)-4-methyl-3-(1-propionyl-5-(p-tolyl)-4,5-dihydro-1H-pyrazol-3-yl)quinolin-2(1H)-one CC1=C(C(NC2=CC=CC=C12)=O)C1=NN([C@@H](C1)C1=CC=C(C=C1)C)C(CC)=O